C(CCCCCCCCCCCCCCCCCCC(=O)O)(=O)O.[N].[N].[N].[N] tetranitrogen eicosane-1,20-dioic acid